5-oxo-5,6,7,8-tetrahydronaphthalene-2-carboxylic acid O=C1C=2C=CC(=CC2CCC1)C(=O)O